C(#N)COC1=C(C(=C(C=C1)C1=CN=C(N1C)C(=O)NC1=CC(=C(C=C1)C(NCCNC(N[C@H]1CNC[C@@H]1O)=O)=O)C)F)F 5-[4-(cyanomethoxy)-2,3-difluoro-phenyl]-N-[4-[2-[[(3S,4S)-4-hydroxypyrrolidin-3-yl]carbamoylamino]ethylcarbamoyl]-3-methyl-phenyl]-1-methyl-imidazole-2-carboxamide